N-octadecanoyl-sphingosine selenite [Se](=O)(O)O.C(CCCCCCCCCCCCCCCCC)(=O)N[C@@H](CO)[C@H](O)\C=C\CCCCCCCCCCCCC